CC(C(C(=O)O)O)O The molecule is a hydroxybutyric acid substituted by hydroxy groups at positions 2 and 3 respectively. It has a role as a human metabolite.